FC(C1=NC(=NC(=N1)C(F)(F)F)N1C(C=2NC3=CC=C(C=C3C2CC1)Cl)CC1OCOC1)(F)F 2-[4,6-bis(trifluoromethyl)-1,3,5-triazin-2-yl]-6-chloro-1-[(1,3-dioxolan-4-yl)methyl]-2,3,4,9-tetrahydro-1H-pyrido[3,4-b]indole